ClC1=CC(=C(COC2=CC=CC(=N2)C2CCN(CC2)CC2=NC3=C(N2CC=2OC(=NN2)C)C=C(C=C3)C(=O)O)C=C1)F 2-[(4-{6-[(4-chloro-2-fluorobenzyl)oxy]pyridin-2-yl}piperidin-1-yl)methyl]-1-[(5-methyl-1,3,4-oxadiazol-2-yl)methyl]-1H-benzimidazole-6-carboxylic acid